(3-(1-(2,6-Dioxopiperidin-3-yl)-1H-pyrrolo[3,2-b]pyridin-6-yl)prop-2-yn-1-yl)-5-(8-(7-isopropyl-1,3-dimethyl-2-oxo-2,3-dihydro-1H-benzo[d]imidazol-5-yl)isoquinolin-3-yl)picolinamide O=C1NC(CCC1N1C=CC2=NC=C(C=C21)C#CCC=2C(=NC=C(C2)C=2N=CC1=C(C=CC=C1C2)C2=CC1=C(N(C(N1C)=O)C)C(=C2)C(C)C)C(=O)N)=O